NC1=NC=C(C=C1O[C@@H](C)C=1C=C(C=CC1)NC(=O)C1=CC2=C(OCO2)C=C1)Cl (S)-N-(3-(1-((2-amino-5-chloropyridin-3-yl)oxy)ethyl)-phenyl)benzo[d][1,3]dioxole-5-carboxamide